N-((3,4-dimethylanilino)ethyl)benzoxazolone CC=1C=C(NCCN2C(OC3=C2C=CC=C3)=O)C=CC1C